ClC1=NC=C(C(=C1)C1=C(C=NC(=C1)C)C(=O)NC=1SC2=C(N1)CN(C2)C(C2=NC(=C(C=C2)OC)C(F)F)=O)OC 2'-chloro-N-(5-(6-(difluoromethyl)-5-methoxy-picolinoyl)-5,6-dihydro-4H-pyrrolo[3,4-d]thiazol-2-yl)-5'-methoxy-6-methyl-[4,4'-bipyridine]-3-carboxamide